tert-butyl 9-(hydroxy(pyridin-4-yl)methyl)-3-azaspiro[5.5]undecan-3-carboxylate OC(C1CCC2(CCN(CC2)C(=O)OC(C)(C)C)CC1)C1=CC=NC=C1